(S)-4-(3-chloro-4-(9-(5-chloro-2-fluorobenzyl)-6-(1-methylcyclopropoxy)-9H-purin-8-yl)phenoxy)-2-methylbutanoic acid ClC=1C=C(OCC[C@@H](C(=O)O)C)C=CC1C=1N(C2=NC=NC(=C2N1)OC1(CC1)C)CC1=C(C=CC(=C1)Cl)F